rel-trans-(1R,5R)-3-(tert-butoxycarbonyl)-3-azabicyclo[3.1.0]hexane-1-carboxylic acid C(C)(C)(C)OC(=O)N1C[C@]2(C[C@H]2C1)C(=O)O |o1:9,11|